FC1(CN(CC[C@@H]1CN1CCN(CC1)C1=C2CCN(C2=CC=C1)C=1C=C(C=2N(N1)C(=CN2)C(=O)N[C@H]2[C@@H](CC2)OC)NC)C2CCNCC2)F 6-[4-(4-{[(4R)-3,3-difluoro-[1,4'-bipiperidin]-4-yl]methyl}piperazin-1-yl)-2,3-dihydroindol-1-yl]-N-[(1R,2R)-2-methoxycyclobutyl]-8-(methylamino)imidazo[1,2-b]pyridazine-3-carboxamide